2-(5-(((1R,2R,3S,5S)-2-fluoro-8-methyl-8-azabicyclo[3.2.1]octan-3-yl)(methyl)amino)-1,3,4-thiadiazol-2-yl)-5-(4-methoxy-1,3,5-triazin-2-yl)phenol F[C@@H]1[C@H]2CC[C@@H](C[C@@H]1N(C1=NN=C(S1)C1=C(C=C(C=C1)C1=NC=NC(=N1)OC)O)C)N2C